CC=1C=2N(C=C(N1)C)N=C(C2)C2=NC1=CC=CC=C1C(N2)=O 2-(4,6-dimethylpyrazolo[1,5-a]pyrazin-2-yl)quinazolin-4(3H)-one